CC1(CN2C(N(C(N(C2=O)CC2(CO2)C)=O)CC2(CO2)C)=O)CO1 1,3,5-tris(2,3-epoxy-2-methylpropyl)-1,3,5-triazine-2,4,6(1h,3h,5h)-trione